(2S,5R)-5-((benzyloxy)amino)piperidine-2-carboxylic acid benzyl ester C(C1=CC=CC=C1)OC(=O)[C@H]1NC[C@@H](CC1)NOCC1=CC=CC=C1